C(C=C)OC(=O)N1C=NC=C1 1H-imidazole-1-carboxylic acid allyl ester